NC=1N=NC(=CC1N1CC2CCC(C1)N2C2(CC(N(CCC2)C)C)O)C2=C(C=CC=C2)O 4-[3-[3-amino-6-(2-hydroxyphenyl)pyridazin-4-yl]-3,8-diazabicyclo[3.2.1]octan-8-yl]-dimethyl-azepan-4-ol